C(C)(=O)C=1C(=C(C(=CC1N)F)C=1CCN(CC1)C(=O)OC(C)(C)C)F tert-butyl 4-(3-acetyl-4-amino-2,6-difluorophenyl)-3,6-dihydropyridine-1(2H)-carboxylate